ClC=1C(=NC=CC1C1=NC(=C(C=C1)CNC(OC[C@@H]1NC(CC1)=O)=O)OC)C1=C(C(=CC=C1)NC(C1=NC=C(C=C1)CNCCO)=O)Cl (R)-(5-oxopyrrolidin-2-yl)methyl ((3'-chloro-2'-(2-chloro-3-(5-(((2-hydroxyethyl)amino)methyl)picolinamido)phenyl)-6-methoxy-[2,4'-bipyridin]-5-yl)methyl)carbamate